CCO[Si](CCCNC(=O)OCC#C)(OCC)OCC O-(Propargyloxy)-N-(triethoxysilylpropyl)urethane